ethyl 1-[6-(azetidin-1-yl)-4-methylpyridin-3-yl]-6-chloro-4-oxo-7-{5H,6H,7H-pyrrolo[3,4-b]pyridin-6-yl}-1,4-dihydro-1,8-naphthyridine-3-carboxylate N1(CCC1)C1=CC(=C(C=N1)N1C=C(C(C2=CC(=C(N=C12)N1CC2=NC=CC=C2C1)Cl)=O)C(=O)OCC)C